[N+](#[C-])C1=C(C=CC=C1)B(O)O (2-isocyanophenyl)boronic acid